Bis[4-(3-aminophenoxy)phenyl]propane NC=1C=C(OC2=CC=C(C=C2)C(C)(C)C2=CC=C(C=C2)OC2=CC(=CC=C2)N)C=CC1